O.CC1=CC=C(C=C1)S(=O)(=O)O p-toluenesulfonic acid monohydrat